C(C)C=1C=NN2C1N=C(N=C2NCC2=CC=C(C=C2)OC)N2CCN(CC2)C(=O)OCC2=CC=CC=C2 benzyl 4-(8-ethyl-4-{[(4-methoxyphenyl)methyl]amino}pyrazolo[1,5-a][1,3,5]triazin-2-yl)piperazine-1-carboxylate